(2-Oxo-1-pyrrolidinyl)acetic acid O=C1N(CCC1)CC(=O)O